C(N)(=O)C1(COCC1)NC(=O)C=1N(N=C2C=CC(=CC12)OCC=1C(=NC=CC1)C(F)(F)F)C N-(3-carbamoyloxolan-3-yl)-2-methyl-5-{[2-(trifluoromethyl)pyridin-3-yl]methoxy}-2H-indazole-3-carboxamide